C(C1=CC=CC=C1)[C@@H]1[C@H]([C@@H](OC([C@H](COC1=O)NC(=O)C1=NC=CC(=C1OCOC(C(C)C)=O)OC)=O)C)OC(C(C)C)=O 2-Methylpropanoic acid-(3S,6S,7R,8R)-8-benzyl-3-[({3-[(isobutyryloxy)methoxy]-4-methoxypyridin-2-yl}carbonyl)amino]-6-methyl-4,9-dioxo-1,5-dioxonan-7-yl ester